N1N=CC=C1.[Te] tellurium diazole